C(C)(C)(C)N1C[C@H]([C@@H](C1)C1=CC=C(C=C1)Cl)C(=O)N1C[C@H](C[C@H]1C(=O)N1CCOCC1)N(C(C(C)C)=O)C1CCC(CC1)(C)C N-((3s,5s)-1-((3s,4r)-1-(tert-butyl)-4-(4-chlorophenyl)pyrrolidine-3-carbonyl)-5-(morpholin-4-carbonyl)pyrrolidin-3-yl)-N-(4,4-dimethylcyclohexyl)isobutyramide